C(C1=CC=CC=C1)NC1=C2N=CN(C2=NC(=N1)C=1C=NC=C(C1)OC1=CC=CC=C1)[C@H]1[C@@H]([C@@H]([C@H](O1)C(=O)NC([2H])([2H])[2H])O)O (2S,3S,4R,5R)-5-(6-(benzylamino)-2-(5-phenoxypyridin-3-yl)-9H-purin-9-yl)-3,4-dihydroxyl-N-(methyl-d3)-tetrahydrofuran-2-formamide